CN(C1=CC=C(C=C1)C=1C=C(C=C(C1)C1=CC=C(C=C1)N(C)C)C1=CC=C(C=C1)N(C)C)C 5'-[4-(dimethylamino)phenyl]-N,N,N',N'-tetramethyl-1,1':3',1''-terbenzene-4,4''-diamine